O[C@@H]1C[C@H](C1)NC(OC(C)(C)C)=O tert-butyl (trans)-3-hydroxycyclobutylcarbamate